5-(imidazo[1,2-a]pyridin-6-yl)-N-((1-(trifluoromethyl)cyclopropyl)methyl)-7H-pyrrolo[2,3-d]pyrimidin-2-amine N=1C=CN2C1C=CC(=C2)C2=CNC=1N=C(N=CC12)NCC1(CC1)C(F)(F)F